N-[(2S,3R,4S)-2-[(3'-chloro-2,2'-difluoro[1,1'-biphenyl]-3-yl)methyl]-1-(cyclopropanecarbonyl)-4-fluoropyrrolidin-3-yl]ethanesulfonamide ClC=1C(=C(C=CC1)C1=C(C(=CC=C1)C[C@@H]1N(C[C@@H]([C@@H]1NS(=O)(=O)CC)F)C(=O)C1CC1)F)F